ClC1=CC(=C(C=C1)N(C1=NN2C(NC(=CC2=O)CCC)=N1)C)C 2-[(4-chloro-2-methylphenyl)-methylamino]-5-propyl-4H-[1,2,4]triazolo[1,5-a]pyrimidin-7-one